tert-butyl 3-oxo-1-oxa-4,9-diazaspiro[5.5]undecane-9-carboxylate O=C1COC2(CN1)CCN(CC2)C(=O)OC(C)(C)C